C(C(=C)C)(=O)OC(C(=O)OC(C)C)(C)C isopropyl α-methacryloxyisobutyrate